C(C)(=O)N1C(CC1)CN1N=C2N(C(N(CC2=C1)C1CCN(CC1)C1=C(C=CC=C1C)F)=O)CC1=C(C=CC=C1)C(F)(F)F 2-(1-Acetyl-azetidin-2-ylmethyl)-5-[1-(2-fluoro-6-methyl-phenyl)-piperidin-4-yl]-7-(2-trifluoromethyl-benzyl)-2,4,5,7-tetrahydro-pyrazolo[3,4-d]pyrimidin-6-on